OCCP(=O)(O)C1=CC=CC=C1 2-hydroxyethylphenyl-hypophosphorous acid